BrC=1C(=C(OC=2C=NC=C(C2)F)C=CC1)[N+](=O)[O-] 3-(3-bromo-2-nitrophenoxy)-5-fluoropyridine